BrC1=CC=C(C=C1)N(C1=CC=C(C=C1)S(=O)(=O)N)C1=CC=C(C=C1)Br 4-(bis(4-bromophenyl)amino)benzenesulfonamide